2-amino-3-(2-methyl-2H-1,2,3,4-tetrazol-5-yl)propanoic acid hydrochloride Cl.NC(C(=O)O)CC=1N=NN(N1)C